N-methyl-2-[({5-[5-(trifluoromethyl)-1,2,4-oxadiazol-3-yl]pyridin-2-yl}methyl)amino]benzamide CNC(C1=C(C=CC=C1)NCC1=NC=C(C=C1)C1=NOC(=N1)C(F)(F)F)=O